IC1=C(N(N=C1[C@@H]1C[C@@H](CC1)O[Si](C1=CC=CC=C1)(C1=CC=CC=C1)C(C)(C)C)C(C)(C)C)NC(=O)OCC1=CC=CC=C1 |r| Racemic-cis-benzyl {[4-iodo-2-(2-methylprop-2-yl)-5-(3-{[(2-methylprop-2-yl)diphenylsilyl]oxy}cyclopentyl)pyrazol-3-yl]amino}methanoate